N-(4-fluorophenyl)-2-{5-[(2R)-oxolane-2-carbonyl]-5,6,7,8-tetrahydro-1,5-naphthyridin-2-yl}propanamide FC1=CC=C(C=C1)NC(C(C)C1=NC=2CCCN(C2C=C1)C(=O)[C@@H]1OCCC1)=O